3-(2-quinolyl)alanine N1=C(C=CC2=CC=CC=C12)C[C@H](N)C(=O)O